N[C@@H](CCC(=O)O)C(=O)C(C(=O)O)C[C@@H](C(=O)O)NC(=O)C1=CC=C(NCC2CNC=3N=C(N)NC(=O)C3N2)C=C1.C(CC[C@@H](C(=O)O)NC(=O)C1=CC=C(NCC2CNC=3N=C(N)NC(=O)C3N2)C=C1)(=O)OC([C@@H](N)CCC(=O)O)=O monoglutamyl tetrahydrofolate (monoglutamyl tetrahydrofolate)